CN(C)CC=1C=CC2=C(N=C(O2)N(C)C2=NC3=C(N2C)C=CC(=C3)F)C1 5-((dimethylamino)methyl)-N-(5-fluoro-1-methyl-1H-benzo[d]imidazol-2-yl)-N-methylbenzo[d]oxazol-2-amine